3-Nitro-5-(2,2,2-trifluoroethyl)-6,7-dihydropyrazolo[1,5-a]pyrazin-4(5H)-one [N+](=O)([O-])C=1C=NN2C1C(N(CC2)CC(F)(F)F)=O